4-nitro-3-(trifluoromethyl)phenol [N+](=O)([O-])C1=C(C=C(C=C1)O)C(F)(F)F